Iron oxide GOLD [Au+3].[O-2].[Fe+2]